C(C)(C)(C)OC(=O)N1[C@@H](COCC1)C=1C=C(C=C2CCN(CC12)S(=O)(=O)C)C=1C=C2C(=NC1)N(C=C2C)C(=O)OC(C)(C)C (R)-3-(6-(1-(t-Butoxycarbonyl)-3-methyl-1H-pyrrolo[2,3-b]pyridin-5-yl)-2-(methylsulfonyl)-1,2,3,4-tetrahydroisoquinolin-8-yl)morpholine-4-carboxylic acid tert-butyl ester